C(C)N1N=C(C=C1C(=O)OCC)C ethyl 1-ethyl-3-methyl-1H-pyrazole-5-carboxylate